5-(4,6-dichloro-5-hydroxypicolinamido)-N-(2-(trifluoromethyl)benzyl)thiazole-4-carboxamide ClC1=CC(=NC(=C1O)Cl)C(=O)NC1=C(N=CS1)C(=O)NCC1=C(C=CC=C1)C(F)(F)F